(S)-5-amino-3-((3,5-dimethoxyphenyl)ethynyl)-1-(pyrrolidin-3-yl)-1H-pyrazole-4-carboxamide NC1=C(C(=NN1[C@@H]1CNCC1)C#CC1=CC(=CC(=C1)OC)OC)C(=O)N